3-[4-[(2-methoxyacetyl)amino]phenyl]-N-(4-methoxy-2-pyridyl)-N-methyl-pyrazolo[1,5-a]pyridine-5-carboxamide COCC(=O)NC1=CC=C(C=C1)C=1C=NN2C1C=C(C=C2)C(=O)N(C)C2=NC=CC(=C2)OC